C(#N)C=1C=C(C=CC1F)NC(=O)C1=C(N(C(=C1C)C(C(N[C@H](C(F)(F)F)C)=O)=O)C)F (S)-N-(3-cyano-4-fluorophenyl)-2-fluoro-1,4-dimethyl-5-(2-oxo-2-((1,1,1-trifluoroprop-2-yl)amino)acetyl)-1H-pyrrole-3-carboxamide